6-(2,6-dichlorophenyl)-8-methyl-2-((6-((4,5,6,7-tetrahydropyrazolo[1,5-a]pyridin-2-yl)oxy)pyridin-3-yl)amino)pyrido[2,3-d]pyrimidin-7(8H)-one ClC1=C(C(=CC=C1)Cl)C1=CC2=C(N=C(N=C2)NC=2C=NC(=CC2)OC2=NN3C(CCCC3)=C2)N(C1=O)C